C(=C)C1=CC=C(C=O)C=C1 4-VINYL-BENZALDEHYDE